3-(3-(3,5-bis(trifluoromethyl)phenyl)-1H-pyrazol-1-yl)propionitrile FC(C=1C=C(C=C(C1)C(F)(F)F)C1=NN(C=C1)CCC#N)(F)F